2,4-dichloro-1,5-naphthyridine ClC1=NC2=CC=CN=C2C(=C1)Cl